dimethyl-propylphenol CC1=C(C(=C(C=C1)O)CCC)C